FC(C(=O)O)(F)F.NC1=NN2C(N=CC=C2)=C1C(=O)NC(C)C=1C=C(C2=CN(N=C2C1OCC)CCO)Cl 2-amino-N-(1-(4-chloro-7-ethoxy-2-(2-hydroxyethyl)-2H-indazol-6-yl)ethyl)pyrazolo[1,5-a]pyrimidine-3-carboxamide trifluoroacetate